COC1(CCCCC1)C1=CN=C(S1)NC(CCNC1=NC=CC2=CC=C(C=C12)C1=NOC(=N1)C)=O N-[5-(1-methoxycyclohexyl)thiazol-2-yl]-3-[[7-(5-methyl-1,2,4-oxadiazol-3-yl)-1-isoquinolyl]amino]propanamide